3-(3-chloropropyl)-7-fluoro-1H-4,2,1-benzoxathiazine ClCCCC1SNC2=C(O1)C=CC(=C2)F